C12(CC(C1)C2)N2C(C(N(C=C2)CC=2C=NC(=CC2)Br)=O)=O 1-(bicyclo[1.1.1]pentan-1-yl)-4-((6-bromopyridin-3-yl)methyl)-1,4-dihydropyrazine-2,3-dione